methyl 2-(3-fluorophenyl)-6-(4-methoxyphenyl)-3-oxo-2,3,4,5-tetrahydropyridazine-4-carboxylate FC=1C=C(C=CC1)N1N=C(CC(C1=O)C(=O)OC)C1=CC=C(C=C1)OC